C(C)(C)(C)OC(=O)N1[C@@H]([C@@H](CC1)O)C (2r,3r)-3-hydroxy-2-methyl-pyrrolidine-1-carboxylic acid tert-butyl ester